CN1N=C2C(N(C=3C=CC(=CC23)C(=O)NCCOCCOCCNC(=O)CCCCCC(=O)OCC)C2=NC=C(C=C2)C(F)(F)F)=N1 ethyl 6-[(2-{2-[2-({2-methyl-4-[5-(trifluoromethyl)pyridin-2-yl]-2H,4H-[1,2,3]triazolo[4,5-b]indol-7-yl}formamido)ethoxy]ethoxy}ethyl)carbamoyl]hexanoate